tert-butyl (2-chloro-5-(2-cyclopropyl-2H-tetrazol-5-yl)-4-methylphenyl)carbamate ClC1=C(C=C(C(=C1)C)C=1N=NN(N1)C1CC1)NC(OC(C)(C)C)=O